di-tert-butoxycarbonyl-histidine dicyclohexylamine salt C1(CCCCC1)NC1CCCCC1.C(C)(C)(C)OC(=O)N([C@@H](CC1=CNC=N1)C(=O)O)C(=O)OC(C)(C)C